3-(5-(4-((1-(4-(8-(4-(difluoromethyl)phenyl)-3-hydroxy-6,7-dihydro-5H-benzo[7]annulen-9-yl)phenyl)piperidin-4-yl)methyl)piperazin-1-yl)-1-oxoisoindolin-2-yl)piperidine-2,6-dione FC(C1=CC=C(C=C1)C=1CCCC2=C(C1C1=CC=C(C=C1)N1CCC(CC1)CN1CCN(CC1)C=1C=C3CN(C(C3=CC1)=O)C1C(NC(CC1)=O)=O)C=CC(=C2)O)F